C(#N)C1=CC=C(C=C1)CS(=O)(=O)NC1=C(C=C(C=C1)C1=NC=2C=NC(=NC2N(C1=O)C(C)C)N[C@@H]1CNC[C@H](C1)F)F 1-(4-cyanophenyl)-N-[2-fluoro-4-[2-[[(3S,5S)-5-fluoro-3-piperidyl]amino]-8-isopropyl-7-oxo-pteridin-6-yl]phenyl]methanesulfonamide